N,N'-[thiobis(2,1-ethanediyl-1,3,4-thiadiazole-5,2-diyl)]bis-benzeneacetamide S(CCC1=NN=C(S1)NC(CC1=CC=CC=C1)=O)CCC1=NN=C(S1)NC(CC1=CC=CC=C1)=O